CN(C)CC1(CC2=CC=CC=C2C1)CNC(=O)C1=CC2=C(S1)CCCCCC2 N-[[2-[(dimethylamino)methyl]-1,3-dihydroinden-2-yl]methyl]-4,5,6,7,8,9-hexahydrocycloocta[b]thiophene-2-carboxamide